C(C)(C)O[Ti].[Ti] titanium mono-isopropoxytitanium